2-cyclohexyl-1,4-butanediol C1(CCCCC1)C(CO)CCO